OC1=C(C=CC=C1)C=1C=C2C(=NN1)NC[C@@H]1N2CCN(C1)C1=NC=C(C=N1)N1CCN(CC1)C1CC2(CC(C2)C(=O)O)C1 (S)-6-(4-(2-(2-(2-hydroxyphenyl)-6a,7,9,10-tetrahydro-5H-pyrazino[1',2':4,5]pyrazino[2,3-c]pyridazin-8(6H)-yl)pyrimidin-5-yl)piperazin-1-yl)spiro[3.3]heptane-2-carboxylic acid